1,3-bis(anilino)hexafluoropropane N(C1=CC=CC=C1)C(C(C(NC1=CC=CC=C1)(F)F)(F)F)(F)F